ethyl 5-(5-chloro-4-((2,4-dimethoxybenzyl) amino)-7H-pyrrolo[2,3-d]pyrimidin-7-yl)-1,3,4-thiadiazole-2-carboxylate ClC1=CN(C=2N=CN=C(C21)NCC2=C(C=C(C=C2)OC)OC)C2=NN=C(S2)C(=O)OCC